C(#N)C1=CC=C(OCC2(CN(C2)S(=O)(=O)C2=C(C=C(C=C2)Cl)Cl)C(=O)NC)C=C1 3-((4-cyanophenoxy)methyl)-1-((2,4-dichlorophenyl)sulfonyl)-N-methylazetidine-3-carboxamide